C(C)(C)(C)C=1C=C(C=C(C1O)C(C)(C)C)C1=C(C(=CC=C1)C1=CC(=C(C(=C1)C(C)(C)C)O)C(C)(C)C)O 2,6-bis(3,5-di-tert-butyl-4-hydroxyphenyl)phenol